(S)-4-(5-acrylamidocyclohex-1-en-1-yl)-3-chloro-5,6-difluoro-2-methyl-1H-indole-7-carboxamide C(C=C)(=O)N[C@H]1CCC=C(C1)C1=C2C(=C(NC2=C(C(=C1F)F)C(=O)N)C)Cl